COC=1C(=CC(=C(C1)N1CCCCC1)C=1C=NN(C1)C)[N+](=O)[O-] 1-(5-methoxy-2-(1-methyl-1H-pyrazol-4-yl)-4-nitrophenyl)piperidin